NC/C(/COC1=CC=C(C=C1)S(=O)(=O)CN1C(COCC1)=O)=C\F (E)-4-(((4-((2-(aminomethyl)-3-fluoroallyl)oxy)phenyl)sulfonyl)methyl)morpholin-3-one